C(C)(C)(C)OC(=O)N1CCOC(C(C1)O)C(=O)N1[C@H](C2=CC=CC=C2CC1)C1=CC=C(C=C1)F 7-((S)-1-(4-fluorophenyl)-1,2,3,4-tetrahydroisoquinoline-2-carbonyl)-6-hydroxy-1,4-oxaazepane-4-carboxylic acid tert-butyl ester